F[C@@H]1[C@@H]([C@H](O[C@H]1N1C=C(C2=C1N=CN=C2NO)F)CO)O (2R,3R,4R,5R)-4-fluoro-5-(5-fluoro-4-(hydroxyamino)-7H-pyrrolo[2,3-d]pyrimidin-7-yl)-2-(hydroxymethyl)tetrahydrofuran-3-ol